(1S,4S,5R)-5-[5-cyclopropyl-3-(2,6-dichlorophenyl)-1,2-oxazol-4-yl]methoxy-2-azabicyclo[2.2.1]heptane hydroiodide salt I.C1(CC1)C1=C(C(=NO1)C1=C(C=CC=C1Cl)Cl)CO[C@H]1[C@@H]2CN[C@H](C1)C2